BrC=1C(=NN(C1C)C(C)C)C 4-bromo-1-isopropyl-3,5-dimethyl-1H-pyrazole